[4-(4-biphenylylthio)phenyl]-4-biphenylylphenylsulfonium tetraphenylborate C1(=CC=CC=C1)[B-](C1=CC=CC=C1)(C1=CC=CC=C1)C1=CC=CC=C1.C1(=CC=C(C=C1)SC1=CC=C(C=C1)[SH+]C1=CC=C(C=C1)C1=C(C=CC=C1)C1=CC=CC=C1)C1=CC=CC=C1